3-chloro-4-[4-[3-(4-oxo-3H-quinazolin-2-yl)propionyl]piperazin-1-yl]benzamide ClC=1C=C(C(=O)N)C=CC1N1CCN(CC1)C(CCC1=NC2=CC=CC=C2C(N1)=O)=O